The molecule is a cyclitol that is valiolone in which the the stereochemistry at position 2 has been inverted (from R to S). It has a role as a bacterial metabolite. It is an alicyclic ketone, a cyclitol and a tertiary alcohol. C1C(=O)[C@H]([C@H]([C@@H]([C@]1(CO)O)O)O)O